N-phenethylpyridinamide C(CC1=CC=CC=C1)NC(=O)C1=NC=CC=C1